2-methyl-N-[(1R)-1-[3-(2-cyclopropyl-4-pyridinyl)isoxazol-5-yl]ethyl]-5-(trifluoromethyl)pyrazole-3-carboxamide tert-Butyl-6-hydroxy-3,4-dihydroisoquinoline-2(1H)-carboxylate C(C)(C)(C)OC(=O)N1CC2=CC=C(C=C2CC1)O.CN1N=C(C=C1C(=O)N[C@H](C)C1=CC(=NO1)C1=CC(=NC=C1)C1CC1)C(F)(F)F